4-(2-bromo-3-phenylbenzyloxy)-5-chlorobenzylamine BrC1=C(COC2=CC=C(CN)C=C2Cl)C=CC=C1C1=CC=CC=C1